CC1OC=2C=C(C=CC2C=2C=NC(=CC21)NC(OC(C)(C)C)=O)N2C(CCC2)=O tert-butyl (5-methyl-8-(2-oxopyrrolidin-1-yl)-5H-chromeno[4,3-c]pyridin-3-yl)carbamate